C(C)(C)(C)C1C=CCC=C1 tert-butyl-2,5-cyclohexadiene